C(C)O[Si](OCC)(OCC)CN1CNC(CC1)=O 1-(triethoxysilylmethyl)hexa-hydro-1,3-diazin-4-one